C(C)OC=1C=C(C=2N(C1)N=C1C2C=NN1)C=1C=CC(=NC1)N1C[C@H]([C@H](CC1)NC(=O)C1(CCC1)C(F)(F)F)O N-((3R,4S)-1-(5-(6-ethoxy-1H-pyrazolo[3',4':3,4]pyrazolo[1,5-a]pyridin-4-yl)pyridin-2-yl)-3-hydroxypiperidin-4-yl)-1-(trifluoromethyl)cyclobutane-1-carboxamide